4-(5-cyano-2-methoxyphenyl)-N-(5-(4-(difluoromethyl)benzoyl)-5,6-dihydro-4H-pyrrolo[3,4-d]thiazol-2-yl)-6-methylnicotinamide C(#N)C=1C=CC(=C(C1)C1=CC(=NC=C1C(=O)NC=1SC2=C(N1)CN(C2)C(C2=CC=C(C=C2)C(F)F)=O)C)OC